5,6,7,8-tetrahydro-2-(1-pyrrolidinyl)-pyrido[3,4-d]pyrimidin-4(3H)-one N1(CCCC1)C=1NC(C2=C(N1)CNCC2)=O